N-(Acetamido)-2-aminoethanesulfonic acid C(C)(=O)NNCCS(=O)(=O)O